(2Z,6Z)-Farnesol OC\C=C(\C)/CC\C=C(\C)/CCC=C(C)C